(R)-N-(2-(4-(3-(1H-Pyrazol-1-yl)propoxy)phenyl)-2-hydroxyethyl)-N-methylacetamide N1(N=CC=C1)CCCOC1=CC=C(C=C1)[C@H](CN(C(C)=O)C)O